ClC=1C(=NC(=CC1)B1OC(C(O1)(C)C)(C)C)OC 3-chloro-2-methoxy-6-(4,4,5,5-tetramethyl-1,3,2-dioxaborolan-2-yl)pyridine